C(C)(C)C=1N(C=CC1C(=O)NC=1C=C(C=CC1C(F)(F)F)C(C)C)CCCC1=CC=CC=C1 2-[3-({[2-isopropyl-1-(3-phenylpropyl)-1H-pyrrole-3-yl]carbonyl}amino)-4-(trifluoromethyl)phenyl]propane